FC(C(=O)O)(F)F.FC(C(=O)O)(F)F.NCC(CC=1N(C(NN1)=O)CC=1SC(=CC1F)C1=CC=C(C=C1)N1CCNCC1)=C(F)F [2-(aminomethyl)-3,3-difluoro-allyl]-4-[[3-fluoro-5-(4-piperazin-1-ylphenyl)-2-thienyl]methyl]-1,2,4-triazol-3-one bistrifluoroacetate salt